The molecule is a 20-oxo steroid that is pregn-5-ene substituted by a beta-hydroxy group at position 3 and an oxo group at position 20. It has a role as a human metabolite and a mouse metabolite. It is a 20-oxo steroid, a C21-steroid and a 3beta-hydroxy-Delta(5)-steroid. It derives from a hydride of a pregnane. CC(=O)[C@H]1CC[C@@H]2[C@@]1(CC[C@H]3[C@H]2CC=C4[C@@]3(CC[C@@H](C4)O)C)C